ClC1=CC=C(S1)C1=C(C=C(C=C1)S(=O)(=O)C)NS(=O)(=O)C=1C=C(C(=O)O)C=CC1CC 3-(N-(2-(5-chlorothiophen-2-yl)-5-(methylsulfonyl)phenyl)sulfamoyl)-4-ethylbenzoic Acid